7-(4-(1H-pyrazol-1-yl)piperidine-1-carbonyl)-3-(benzyloxy)isoquinoline-5-carboxylic acid N1(N=CC=C1)C1CCN(CC1)C(=O)C=1C=C(C=2C=C(N=CC2C1)OCC1=CC=CC=C1)C(=O)O